octyl-acrylamide hydroxypropyl-acrylate butylaminoethyl-methacrylate C(CCC)NCCOC(C(=C)C)=O.OCCCOC(C=C)=O.C(CCCCCCC)C(C(=O)N)=C